N1N=C(C=C1)C1=NC2=CC=CC=C2C=N1 pyrazolyl-quinazoline